2-bromo-5-chloro-4-[(1R)-1-(2,4-dichlorophenyl)ethoxy]pyridine BrC1=NC=C(C(=C1)O[C@H](C)C1=C(C=C(C=C1)Cl)Cl)Cl